C1=NC=CC2=CC(=CC=C12)OC(C(=O)N)(C)C 2-(isoquinolin-6-yloxy)-2-methylpropionamide